N2-[4-[4-(2-aminoethyl)piperazin-1-yl]phenyl]-N4-[2-(6-methyl-2-pyridyl)pyrimidin-4-yl]pyrimidine-2,4-diamine NCCN1CCN(CC1)C1=CC=C(C=C1)NC1=NC=CC(=N1)NC1=NC(=NC=C1)C1=NC(=CC=C1)C